N1(CCCC12CCNCC2)C[C@@H]2[C@H]([C@H]([C@@H](C2)N2C=CC1=C2N=CN=C1NC)O)O (1S,2R,3R,5R)-3-((1,8-Diazaspiro[4.5]decan-1-yl)methyl)-5-(4-(methylamino)-7H-pyrrolo[2,3-d]pyrimidin-7-yl)cyclopentane-1,2-diol